C1NCC2C1CC(C2)=O hexahydrocyclopenta[c]pyrrol-5(1H)-one